COC(=O)C1(CC1)OC1=C(C=C(C(=C1)N1C(N(C(=CC1=O)C(F)(F)F)C)=O)F)Br Methyl-1-{2-bromo-4-fluoro-5-[3-methyl-2,6-dioxo-4-(trifluoromethyl)-3,6-dihydropyrimidin-1(2H)-yl]phenoxy}cyclopropancarboxylat